CCCCCCCC/C=C\\CCCCCCCC(=O)OC[C@H](COP(=O)([O-])OCC[NH3+])OC(=O)CCCCCCC/C=C\\C/C=C\\CCCCC The molecule is a phosphatidylethanolamine 36:3 obtained by transfer of a proton from the amino to the phosphate group of 1-oleoyl-2-linoleoyl-sn-glycerol-3-phosphoethanolamine. It is a tautomer of a 1-oleoyl-2-linoleyl-sn-glycero-3-phosphoethanolamine.